2,2-dimethyl-3-oxo-3-((2-(pyridin-2-yl)ethyl)amino)propanoic acid CC(C(=O)O)(C(NCCC1=NC=CC=C1)=O)C